1,3-dibromo-5-chlorobenzol BrC1=CC(=CC(=C1)Cl)Br